NC1=CC(=C(C=C1F)N1CCC(CC1)CN1CCN(CC1)C=1C=C2CN(C(C2=CC1)=O)[C@@H]1C(NC(CC1)=O)=O)F (S)-3-(5-(4-((1-(4-amino-2,5-difluorophenyl)piperidin-4-yl)methyl)piperazin-1-yl)-1-oxoisoindolin-2-yl)piperidine-2,6-dione